COC(C1=CC(=C(C(=C1)S(NC1=C(C=C(C(=C1)C1=CC=CC=2CC(OC21)CO)F)F)(=O)=O)OC)Cl)=O 3-Chloro-5-[[2,4-difluoro-5-[2-(hydroxymethyl)-2,3-dihydrobenzofuran-7-yl]phenyl]sulfamoyl]-4-methoxy-benzoic acid methyl ester